ClC1=CC2=C(N=C(N=C2N2[C@H](CN(CC2)C(=O)OC(C)(C)C)C)NC[C@H]2N(CCC2)C)N=C1C1=C(C=CC=C1O)F Tert-butyl (3S)-4-(6-chloro-7-(2-fluoro-6-hydroxyphenyl)-2-((((S)-1-methylpyrrolidin-2-yl) methyl) amino) pyrido[2,3-d]pyrimidin-4-yl)-3-methylpiperazine-1-carboxylate